2-(1,1-difluoroethyl)-N-(2-methyl-4-(pyrrolo[2,1-f][1,2,4]triazin-4-yl)benzyl)oxazole-4-carboxamide trifluoroacetate FC(C(=O)O)(F)F.FC(C)(F)C=1OC=C(N1)C(=O)NCC1=C(C=C(C=C1)C1=NC=NN2C1=CC=C2)C